C(C)(C)(C)OC(=O)N1CC=2N([C@@H](C1)C)N=C(C2)C#N (7R)-2-cyano-7-methyl-6,7-dihydro-4H-pyrazolo[1,5-a]pyrazine-5-carboxylic acid tert-butyl ester